C(#N)C=1C(=C(C=CC1)[C@@H](C)NC1=C2C(=C(N=N1)C)C=NC(=C2)N2CC1N(C(C2)C1)C(=O)OC(C)(C)C)C tert-butyl 3-(1-(((R)-1-(3-cyano-2-methylphenyl) ethyl) amino)-4-methylpyrido[3,4-d]pyridazin-7-yl)-3,6-diazabicyclo[3.1.1]heptane-6-carboxylate